C1[C@@H]([C@H]([C@H](N1)C(=O)O)O)O The molecule is a L-proline derivative that is L-proline substituted by hydroxy groups at positions 3 and 4 (the 3S,4S diastereoisomer). It is a dihydroxyproline, a dihydroxypyrrolidine, a pyrrolidinemonocarboxylic acid, a L-proline derivative and a non-proteinogenic L-alpha-amino acid.